4-(1-(3,4-difluorophenethyl)-1H-indol-5-yl)-6-(4-fluorophenethyl)-2-isobutyl-5-(5-methyl-1,3,4-oxadiazol-2-yl)nicotinamide FC=1C=C(CCN2C=CC3=CC(=CC=C23)C2=C(C(=NC(=C2C(=O)N)CC(C)C)CCC2=CC=C(C=C2)F)C=2OC(=NN2)C)C=CC1F